C(C)(C)C=1C=NN2C1N=C(N=C2C2=CC=CC=C2)SC (8-isopropyl-2-(methylthio)pyrazolo[1,5-a][1,3,5]triazin-4-yl)benzene